C1(CCC1)C1=CC(=NN1)CN1CC2(C1)CNC2 2-[(5-cyclobutyl-1H-pyrazol-3-yl)methyl]-2,6-diazaspiro[3.3]heptane